FC(=C(F)F)OCCC 1-(perfluorovinyloxy)propane